N1C=CC2=CC(=CC=C12)C#N 1H-indol-5-carbonitrile